1-((2-aminopyridin-4-yl)methyl)-5,5-dimethyl-3-(2',3',4',5'-tetrahydro-[1,1'-biphenyl]-4-yl)imidazolidine-2,4-dione NC1=NC=CC(=C1)CN1C(N(C(C1(C)C)=O)C1=CC=C(C=C1)C=1CCCCC1)=O